NC1=C(C(=NN1C(C)C)C1=CC=C(C=C1)CC(=O)NC1=CC(=NO1)C(C(C)(C)C)(F)F)C(=O)N 5-Amino-3-[4-[2-[[3-(1,1-difluoro-2,2-dimethyl-propyl)isoxazol-5-yl]amino]-2-oxo-ethyl]phenyl]-1-isopropyl-pyrazole-4-carboxamide